CC=1OC=C(N1)C1=CC=2C=NC(=CC2N1)NC(=O)C1CC1 N-(2-(2-methyloxazol-4-yl)-1H-pyrrolo[3,2-c]pyridin-6-yl)cyclopropanecarboxamide